4-methyl-1-(2-oxo-2-(4-(5-(trifluoromethyl)-1,2,4-oxadiazol-3-yl)phenyl)ethyl)piperazin-2-one CN1CC(N(CC1)CC(C1=CC=C(C=C1)C1=NOC(=N1)C(F)(F)F)=O)=O